6-Bromo-1H-spiro[isoquinoline-4,3'-oxetane]-1,3(2H)-dione BrC=1C=C2C(=CC1)C(NC(C21COC1)=O)=O